FC(OCC1(CC1)N)F 1-[(Difluoromethoxy)methyl]cyclopropan-1-amine